BrC1=CC=C2C(=CNC2=C1)C1CCN(CC1)C(=O)OC(C)(C)C tert-butyl 4-(6-bromo-1H-indol-3-yl)piperidine-1-carboxylate